3-bromo-1-(3,5-dimethoxyphenyl)-1H-indazole BrC1=NN(C2=CC=CC=C12)C1=CC(=CC(=C1)OC)OC